5-[1-fluoro-3-hydroxy-7-(pyridin-3-yl)naphthalen-2-yl]-1λ6,2,5-thiadiazolidine-1,1,3-trione FC1=C(C(=CC2=CC=C(C=C12)C=1C=NC=CC1)O)N1CC(NS1(=O)=O)=O